C1(CC1)S(=O)(=O)N1N=CC(=C1)C1=NC=CC(=N1)NC1=CC(=C(C=N1)C1=NC=CC(=C1)NC1CC(C1)O)NC1CCC(CC1)(O)C (1s,4s)-4-((6'-((2-(1-(Cyclopropylsulfonyl)-1H-pyrazol-4-yl)pyrimidin-4-yl)amino)-4-((3-hydroxycyclobutyl)amino)-[2,3'-bipyridin]-4'-yl)amino)-1-methylcyclohexan-1-ol